2,8-dimethyl-tetrahydroquinoline CC1NC2=C(C=CC=C2CC1)C